C1(=COC2=C1C1=CC(=CC=C1C=C2)N)C2=COC1=C2C2=CC=CC=C2C=C1 binaphtho[1,2-d]furan-8-amine